CC1=C(C2=C(C=CC=C2C=C1)C)O 2,8-di-methylnaphthalen-1-ol